mono(4-dodecylphenyl) phosphate P(=O)(OC1=CC=C(C=C1)CCCCCCCCCCCC)([O-])[O-]